COC=1C(=C(C=CC1)C=1C=C2C=NN(C(C2=CC1)=O)C1=NC=C(C=N1)NCCNC)C 6-(3-Methoxy-2-methylphenyl)-2-(5-(2-(methylamino)ethylamino)pyrimidin-2-yl)phthalazin-1(2H)-one